C(C1=CC=CC=C1)C(C(=O)OC)(C(=O)NC)OC[C@@H]1C([C@@H]2[C@@H](OC(O2)(C)C)O1)(OCOC)C#C methyl 2-benzyl-2-(((3aR,5R,6aR)-6-ethynyl-6-(methoxymethoxy)-2,2-dimethyltetrahydrofurano[2,3-d][1,3]-dioxol-5-yl) methoxy)-3-(methylamino)-3-oxopropanoate